C(C)(C)C=1C=C(C=CC1)C12CCNCC2C1 6-(3-Isopropylphenyl)-3-azabicyclo[4.1.0]heptane